[Ni].[Cr] chromium nickel